2-(3-bromobicyclo[1.1.1]pent-1-yl)-4,4-dimethyl-4,5-dihydrooxazole BrC12CC(C1)(C2)C=2OCC(N2)(C)C